FC1=C(C=CC(=C1)C(F)(F)F)COC1CN(C1)C(CCC1COCC(N1)=O)=O (-)-5-[3-[3-[[2-fluoro-4-(trifluoromethyl)phenyl]methoxy]azetidin-1-yl]-3-oxo-propyl]morpholin-3-one